C1(=CCC(C=C1)(C1=CC=CC=C1)B1OC(C(O1)(C)C)(C)C)C1=CC=CC=C1 2-([1,1':4,1'']terphenyl-4-yl)-4,4,5,5-tetramethyl-1,3,2-dioxaborolane